1-(2-pyridyl)propan-1-ol N1=C(C=CC=C1)C(CC)O